trans-3-(5-bicyclo[2.2.1]hept-2-enylmethyl)-N-[6-(1,3-dimethylpyrazol-4-yl)pyridazin-3-yl]-3-azabicyclo[3.1.0]hexane-6-amine C12C=CC(C(C1)CN1CC3C(C3C1)NC=1N=NC(=CC1)C=1C(=NN(C1)C)C)C2